3-(4-(4-(1-(4-(3-amino-6-(2-hydroxyphenyl)pyridazin-4-yl)phenyl)piperidin-4-yl)piperazin-1-yl)phenyl)piperidine-2,6-dione NC=1N=NC(=CC1C1=CC=C(C=C1)N1CCC(CC1)N1CCN(CC1)C1=CC=C(C=C1)C1C(NC(CC1)=O)=O)C1=C(C=CC=C1)O